NC1=NC=2C=CC=CC2C2=C1N=C(N2OC(CCCNC(C(=C)C)=O)CCCCCC)COCC N-(4-(4-amino-2-(ethoxymethyl)-1H-imidazo[4,5-c]quinolin-1-yloxy)decyl)methacrylamide